4-(morpholinomethyl)benzaldehyde O1CCN(CC1)CC1=CC=C(C=O)C=C1